methyltri(N-methylbenzamido)silane C[Si](N(C(C1=CC=CC=C1)=O)C)(N(C(C1=CC=CC=C1)=O)C)N(C(C1=CC=CC=C1)=O)C